4-(5-(3,5-dichlorophenyl)-5-(trifluoromethyl)-4,5-dihydroisoxazol-3-yl)-N-(5-(1,1-difluoroethyl)-1-(2,2-difluoroethyl)-1H-1,2,4-triazol-3-yl)-2-methylbenzamide ClC=1C=C(C=C(C1)Cl)C1(CC(=NO1)C1=CC(=C(C(=O)NC2=NN(C(=N2)C(C)(F)F)CC(F)F)C=C1)C)C(F)(F)F